(2-(2,5-dimethyl-1H-pyrrole-1-yl)-5-methylthiophen-3-yl)methanamine CC=1N(C(=CC1)C)C=1SC(=CC1CN)C